S1C=CC2=C1C=CC(=C2)CC[C@@H](C(=O)O)NC(=O)OCC2C1=CC=CC=C1C=1C=CC=CC21 (2S)-4-(benzothiophen-5-yl)-2-(9H-fluoren-9-ylmethoxycarbonylamino)butanoic acid